C1(=CC=CC=2OC3=C(C21)C=CC=C3)C3=C(C=CC=C3)N(C3=C(C=CC=C3)C3=C(C=CC=2C1=CC=CC=C1NC32)C3=CC=CC=C3)C3=C(C=CC=C3)C3=CC=CC=2OC1=C(C23)C=CC=C1 bis(dibenzofuranylphenyl)[(phenylcarbazolyl)phenyl]amine